C(CCC)[C@@H]1N(S(OC1)(=O)=O)C(=O)[O-] (S)-4-butyl-1,2,3-oxathiazolidine-3-carboxylate 2,2-dioxide